OC(CCCCCC=CC=CC=CC(=O)O)C(CCCCCCCC)O 13,14-dihydroxy-docosatrienoic acid